FC(C=1C=C(C=CC1F)C=1C=C2C(=NC1)C=NN2CC(=O)N2[C@H]1CO[C@@H](C2)C1)F 2-[6-[3-(Difluoromethyl)-4-fluoro-phenyl]pyrazolo[4,3-b]pyridin-1-yl]-1-[(1R,4R)-2-oxa-5-azabicyclo[2.2.1]heptan-5-yl]ethanone